C(CCCCCCCCCCC)NC(CCCC(=O)O)=O 5-(dodecylamino)-5-oxopentanoic acid